C1(=CC=CC=C1)C1(CO1)C 2-phenylpropyleneoxide